[3-[dimethyl [2-(trivinylsilyl) ethyl] silyl] propyl] methyl carbonate C(OCCC[Si](CC[Si](C=C)(C=C)C=C)(C)C)(OC)=O